CC(C)(CC(CC(CCC)C)C)S 2,4,6-trimethyl-2-nonanethiol